S(=O)(=O)(O)[O-].N1=NC(=CC=C1)C1=CN=[N+](C=C1)CCC(=O)OCC ethyl 3-(4-pyridazin-3-ylpyridazin-1-ium-1-yl)propanoate hydrogen sulfate